FC1=C(C(=C(C(=C1[B-](C1=C(C(=C(C(=C1F)F)F)F)F)(C1=C(C(=C(C(=C1F)F)F)F)F)C1=C(C(=C(C(=C1F)F)F)F)F)F)F)F)F.C1(=CC=CC=C1)[C+](C1=CC=CC=C1)C1=CC=CC=C1 triphenyl-methylium tetrakis(pentafluorophenyl)borate